CNCCCC(=S)[O-] N-methyl-gamma-aminothiobutyrate